methyl 3-(dimethylamino)-2-methoxyacrylate CN(C=C(C(=O)OC)OC)C